N-[(S)-(4,4-Difluorocyclohexyl){3-[4-(2,2-difluoropropylcarbamoyl)-1-(oxetan-3-yl)-piperidin-4-yl]imidazo[1,2-b][1,2,4]triazin-6-yl}methyl]-4-methyl-1,2,5-oxadiazole-3-carboxamide FC1(CCC(CC1)[C@H](NC(=O)C1=NON=C1C)C=1N=C2N(N=CC(=N2)C2(CCN(CC2)C2COC2)C(NCC(C)(F)F)=O)C1)F